Cyclooct-2-yn-1-yl(2-(2-iodo-N-(thiophen-2-ylmethyl)acetamido)ethyl)carbamate C1(C#CCCCCC1)OC(NCCN(C(CI)=O)CC=1SC=CC1)=O